N1-((1-ethyl-1H-imidazol-5-yl)methyl)-3-fluorobenzene-1,2-diamine C(C)N1C=NC=C1CNC=1C(=C(C=CC1)F)N